tert-butyl (2S,4R)-2-(((tert-butyldimethylsilyl)oxy)methyl)-4-(2-(2-(2-((tetrahydro-2H-pyran-2-yl)oxy)ethoxy)ethoxy)ethoxy)pyrrolidine-1-carboxylate [Si](C)(C)(C(C)(C)C)OC[C@H]1N(C[C@@H](C1)OCCOCCOCCOC1OCCCC1)C(=O)OC(C)(C)C